4-cyclopropyl-3-(1-(pyrazolo[1,5-a]pyrimidin-3-yl)pyrrolidin-3-yl)-N-(5-(trifluoromethyl)pyridin-3-yl)benzamide C1(CC1)C1=C(C=C(C(=O)NC=2C=NC=C(C2)C(F)(F)F)C=C1)C1CN(CC1)C=1C=NN2C1N=CC=C2